N-(6-bromo-5-(4-(trifluoromethyl)phenethoxy)-1H-indol-3-yl)acetamide BrC1=C(C=C2C(=CNC2=C1)NC(C)=O)OCCC1=CC=C(C=C1)C(F)(F)F